O=C([C@H](CCCCCCCCC)NC(=O)CCC(C(=O)O)N1CCN(CCN(CCN(CC1)CC(=O)O)CC(=O)O)CC(=O)O)OC1=C(C(=CC(=C1F)F)F)F 4-{[l-1-oxo-l-1-(2,3,5,6-tetrafluorophenoxy)undecyl]carbamoyl}-2-[4,7,10-tris(carboxymethyl)-1,4,7,10-tetraazacyclododecan-1-yl]butanoic acid